NC1=NC2=C(C=3N1N=C(N3)C3=NC=CC=C3)C(=C(N2CCN2CCN(CC2)C2=CC=NC=C2)C(=O)OC)C methyl 5-amino-9-methyl-2-(pyridin-2-yl)-7-(2-(4-(pyridin-4-yl)piperazin-1-yl)ethyl)-7H-pyrrolo[3,2-e][1,2,4]triazolo[1,5-c]pyrimidine-8-carboxylate